(1R,3S)-3-{5-[2-(2-formyl-3-hydroxyphenoxy)acetamido]-2H-pyrazol-3-yl}cyclopentyl N-cyclopropylcarbamate C1(CC1)NC(O[C@H]1C[C@H](CC1)C=1NN=C(C1)NC(COC1=C(C(=CC=C1)O)C=O)=O)=O